N-(4-hydroxyphenyl)sulfonyl-6-[3-[(2,2,3,3-tetramethylcyclopropyl)methoxy]pyrazol-1-yl]-2-[(4S)-2,2,4-trimethylpyrrolidin-1-yl]pyridine-3-carboxamide OC1=CC=C(C=C1)S(=O)(=O)NC(=O)C=1C(=NC(=CC1)N1N=C(C=C1)OCC1C(C1(C)C)(C)C)N1C(C[C@@H](C1)C)(C)C